Dideutero-(4-ethylsulfonylphenyl)methylamine hydrochloride Cl.[2H]N(CC1=CC=C(C=C1)S(=O)(=O)CC)[2H]